FC(C1=CC=C(C=C1)N1CC(CC2=CC=CC=C12)NCC(=O)O)(F)F (1-(4-(trifluoromethyl)phenyl)-1,2,3,4-tetrahydroquinolin-3-yl)glycine